[Si](C)(C)(C(C)(C)C)OC1CC2(CCC1(CC2)C=2OC(=NN2)SC)NC(COC2=CC(=C(C=C2)Cl)F)=O N-(3-((tert-butyldimethylsilyl)oxy)-4-(5-(methylthio)-1,3,4-oxadiazol-2-yl)bicyclo[2.2.2]octan-1-yl)-2-(4-chloro-3-fluorophenoxy)acetamide